3-Monochloropropane ClCCC